C(C\C=C/CCCCCCCC=C)#N (3Z)-3,12-tridecadienenitrile